(2E)-3-[1-(oxetan-2-yl)indazol-6-yl]-N-[2-[(prop-2-yn-1-yloxy)methyl]phenyl]prop-2-enamide O1C(CC1)N1N=CC2=CC=C(C=C12)/C=C/C(=O)NC1=C(C=CC=C1)COCC#C